C(C)(C)(C)OC(=O)N1C(C(CCC1=O)N1C(C2=CC=CC(=C2C1)[N+](=O)[O-])=O)=O 3-(4-Nitro-1-oxo-1,3-dihydro-isoindol-2-yl)-2,6-dioxo-piperidine-1-carboxylic acid tert-butyl ester